BrC1=CC=CC=2N(C(NC21)=O)[C@H]2CC[C@H](CC2)C(=O)NC2=C(C=C(C=C2)OC)F (Cis)-4-(4-bromo-2-oxo-2,3-dihydro-1H-1,3-benzodiazol-1-yl)-N-(2-fluoro-4-methoxyphenyl)cyclohexane-1-carboxamide